N-benzyl-2-(1-(2-fluorophenyl)vinyl)-4-methoxyaniline C(C1=CC=CC=C1)NC1=C(C=C(C=C1)OC)C(=C)C1=C(C=CC=C1)F